BrC=1C=C(C=C(C1)F)/C(=C/C(=O)N=[N+]=[N-])/C (E)-3-(3-bromo-5-fluorophenyl)but-2-enoyl azide